tri-(trifluoromethylsulfonyloxy)scandium FC(S(=O)(=O)O[Sc](OS(=O)(=O)C(F)(F)F)OS(=O)(=O)C(F)(F)F)(F)F